TiN ethyl 8,11-dioxadispiro[3.2.47.24]tridecane-2-carboxylate C1C(CC12CCC1(OCCO1)CC2)C(=O)OCC.[Sn]